1-(3-((2,6-dimethylphenyl)amino)-2-phenylimidazo[1,2-a]pyridin-5-yl)naphthalen-2-ol CC1=C(C(=CC=C1)C)NC1=C(N=C2N1C(=CC=C2)C2=C(C=CC1=CC=CC=C21)O)C2=CC=CC=C2